N1(CCOCC1)C=1C=CC=2N(C1)N=CC2C2CCN(CC2)C(=O)OCC=2N=CSC2 (1,3-thiazol-4-yl)methyl 4-[6-(morpholin-4-yl)pyrazolo[1,5-a]pyridin-3-yl]piperidine-1-carboxylate